ClC1=CC=C2C(=CC(=NC2=C1Cl)N1CC(CCC1)B(O)O)N1C=NC=C1 (1-(7,8-dichloro-4-(1H-imidazol-1-yl)quinolin-2-yl)piperidin-3-yl)boronic acid